ClC1=C(C=C(C=C1)S(=O)(=O)N[C@@H](CCC(=O)NCC(=O)N[C@@H](CC1=CC=NC=C1)C(=O)N[C@@H](C(C)(C)C)C(=O)NC1=CC=C(C=C1)C(=O)O)C(=O)O)C(F)(F)F N-[4-chloro-3-(trifluoromethyl)benzene-1-sulfonyl]-L-γ-glutamylglycyl-3-(pyridin-4-yl)-L-alanyl-N-(4-carboxyphenyl)-3-methyl-L-valinamide